3-(5-(4-(6-Amino-5-(difluoromethoxy)-4-methylpyridin-2-yl)-2-fluorophenyl)-2-oxooxazol-3(2H)-yl)piperidine-2,6-dione NC1=C(C(=CC(=N1)C1=CC(=C(C=C1)C1=CN(C(O1)=O)C1C(NC(CC1)=O)=O)F)C)OC(F)F